(R)-2-Amino-N-((1S,9S)-9-ethyl-5-fluoro-9-hydroxy-4-methyl-10,13-dioxo-2,3,9,10,13,15-hexahydro-1H,12H-benzo[de]pyrano[3',4':6,7]indolizino[1,2-b]quinolin-1-yl)-5-ureidopentanamide N[C@@H](C(=O)N[C@H]1CCC=2C=3C1=C1C(=NC3C=C(C2C)F)C2=CC3=C(C(N2C1)=O)COC([C@]3(O)CC)=O)CCCNC(=O)N